C(C)(C)(C)OC(=O)N1C2=C(OCC1)N=CC(=C2C)C=2C=C1C=C(N=CC1=C(C2F)Cl)NC(NC(C)C=2C=NN(C2)C)=O 7-[8-chloro-7-fluoro-3-[1-(1-methylpyrazol-4-yl)ethylcarbamoylamino]-6-isoquinolinyl]-8-methyl-2,3-dihydropyrido[2,3-b][1,4]oxazine-1-carboxylic acid tert-butyl ester